COC1=C(C=C(C=C1)C1=CC(=CN=N1)C=1CB(OC1C)O)OCCC 4-(6-(4-methoxy-3-propoxyphenyl)pyridazin-4-yl)-5-methyl-1,2-oxaborol-2-ol